ClC=1C=C2C(C(NC2=CC1)=O)=NN=C1SCC(N1C1=CC=C(C=C1)F)=O 5-chloro-3-(2-(3-(4-fluorophenyl)-4-oxothiazolidine-2-ylidene)hydrazono)-1H-indol-2-one